2-[2-[2-[[2-[2-[2-[[2-[[4-(16-tert-butoxy-16-oxo-hexadecoxy)-phenyl]sulfonylamino]pyrimidine-5-carbonyl]amino]ethoxy]ethoxy]acetyl]amino]-ethoxy]ethoxy]acetic acid C(C)(C)(C)OC(CCCCCCCCCCCCCCCOC1=CC=C(C=C1)S(=O)(=O)NC1=NC=C(C=N1)C(=O)NCCOCCOCC(=O)NCCOCCOCC(=O)O)=O